N[C@H]1[C@@H](CCCC1)OC=1C=C2CN(C(C2=CC1)=O)C1C(NC(CC1)=O)=O 3-(5-(((1r,2r)-2-aminocyclohexyl)oxy)-1-oxoisoindolin-2-yl)piperidine-2,6-dione